3-aminomethyl-2,6-difluorobenzonitrile NCC=1C(=C(C#N)C(=CC1)F)F